ClC=1C=C(C=CC1OCC1CC1)C=1C(=CC(=C(C1)NC(=O)C1=CNC(C=C1C(F)(F)F)=O)N1C[C@H](N([C@H](C1)C)C)C)F N-[5-[3-chloro-4-(cyclopropylmethoxy)phenyl]-4-fluoro-2-[(3R,5S)-3,4,5-trimethylpiperazin-1-yl]phenyl]-6-oxo-4-(trifluoromethyl)-1H-pyridine-3-carboxamide